CN1N=C(C(=C1C)C=1NN=C(C1)C1=C(C2=CC=CC=C2C=C1)O)C 2-(1',3',5'-trimethyl-1'H,2H-[3,4'-bipyrazol]-5-yl)naphthalen-1-ol